FC(C(=O)O)(F)F.N1CC(C1)OCC1CC(C1)=O 3-((azetidin-3-yloxy)methyl)cyclobutan-1-one trifluoroacetate salt